(4S)-4-(4-{[2,4-bis(trifluoromethyl)phenoxy]methyl}-3-methoxyphenyl)-2H,4H,5H,6H,7H-pyrazolo[3,4-b]pyridin-6-one FC(C1=C(OCC2=C(C=C(C=C2)[C@H]2C=3C(NC(C2)=O)=NNC3)OC)C=CC(=C1)C(F)(F)F)(F)F